2-((benzyloxy)methyl)-7-bromo-5-fluoro-3,4-dihydroisoquinoline-1(2H)-one C(C1=CC=CC=C1)OCN1C(C2=CC(=CC(=C2CC1)F)Br)=O